6-chloro-4-(5-cyano-2-methoxyphenyl)-N-(5-(4-morpholinophenyl)thiazolo[5,4-b]pyridin-2-yl)nicotinamide ClC1=NC=C(C(=O)NC=2SC3=NC(=CC=C3N2)C2=CC=C(C=C2)N2CCOCC2)C(=C1)C1=C(C=CC(=C1)C#N)OC